1,2-dodecane-diol C(C(CCCCCCCCCC)O)O